(3-methyl-1-butyn-3-oxy)dimethylphenylsilane CC(C#C)(C)O[Si](C1=CC=CC=C1)(C)C